FC1=C(C=CC(=C1[N+](=O)[O-])N1CCN(CC1)C)C1=CC=C(C=C1)NC(=O)C1CCOCC1 N-(2'-fluoro-4'-(4-methylpiperazin-1-yl)-3'-nitro[1,1'-biphenyl]-4-yl)tetrahydro-2H-pyran-4-carboxamide